C(#N)[Si](C)(C)C cyanotrimethylsilane